C(#N)C=1C(=NC(=C(C1CC)C#N)N1CCN(CCC1)CC)N[C@@H](C(=O)N)C1=CC=CC=C1 (R)-2-((3,5-dicyano-4-ethyl-6-(4-ethyl-1,4-diazepan-1-yl)pyridin-2-yl)amino)-2-phenylacetamide